FC=1C=C(C=NC1)C1=NC=2N(C(=N1)N[C@@H]1CCC=3NC4=CC=CC=C4C3C1)N=CC2C (3R)-N-[2-(5-fluoro-3-pyridinyl)-8-methyl-pyrazolo[1,5-a][1,3,5]Triazin-4-yl]-2,3,4,9-tetrahydro-1H-carbazol-3-amine